(S)-ethyl 3-((R)-1,1-dimethylethylsulfinamido)-3-(4-fluoro-2',6'-dimethyl-5-(trifluoromethyl)biphenyl-3-yl)propanoate CC(C)(C)[S@@](=O)N[C@@H](CC(=O)OCC)C=1C=C(C=C(C1F)C(F)(F)F)C1=C(C=CC=C1C)C